2-((1-((4-chloro-1,3-dimethyl-1H-pyrazol-5-yl)methyl)-3-oxoisoindolin-2-yl)methyl)-5-oxa-7-azaspiro[3.4]octan-6-one ClC=1C(=NN(C1CC1N(C(C2=CC=CC=C12)=O)CC1CC2(C1)OC(NC2)=O)C)C